ClC1=NC(=CC(=N1)N1CC(N(CC1)C(=O)OC(C)(C)C)C(C)C)N1CCCC1 tert-butyl 4-(2-chloro-6-pyrrolidin-1-ylpyrimidin-4-yl)-2-(1-methylethyl)piperazine-1-carboxylate